7-{[4-(3-methoxypyrrolidin-1-yl)-2-methylphenyl]amino}-2,4-dihydro-1,4-benzoxazin-3-one COC1CN(CC1)C1=CC(=C(C=C1)NC1=CC2=C(NC(CO2)=O)C=C1)C